C(#N)C=1C=C(SC1C(F)(F)F)CN[S@@](=O)C(C)(C)C (S)-N-((4-cyano-5-(trifluoromethyl)thiophen-2-yl)methyl)-2-methylpropane-2-sulfinamide